C(C)OC(=O)C=1N=C(OC1C1=CC(=CC=C1)S(=O)C)C1=CC=C(C=C1)C(F)(F)F 5-(3-(methylsulfinyl)phenyl)-2-(4-(trifluoromethyl)phenyl)Oxazole-4-carboxylic acid ethyl ester